C1CC[C@@H]2C3\C(\CC([C@H]12)C3)=C\CCC=O (E)-4-((3as,7as)-hexahydro-1H-4,7-methanoinden-5(6H)-ylidene)butanal